C1(=CC=CC=C1)C=1C=CC=2N(C1CO)C=NC2 (6-phenylimidazo[1,5-a]pyridin-5-yl)methanol